O=C1NC(CCC1C=1C=C2CCN(CC2=CC1)CC1CCN(CC1)C(=O)OC(C)(C)C)=O tert-butyl 4-((6-(2,6-dioxopiperidin-3-yl)-3,4-dihydroisoquinolin-2(1H)-yl)methyl)piperidine-1-carboxylate